(2r,5s)-N-(4-chloro-2-methoxyphenyl)-5-[2-(4-chloro-3-fluorophenoxy)acetamido]piperidine-2-carboxamide ClC1=CC(=C(C=C1)NC(=O)[C@@H]1NC[C@H](CC1)NC(COC1=CC(=C(C=C1)Cl)F)=O)OC